2'-(3-aminopyrrolidin-1-yl)-6'-(4-(2-fluoro-6-methoxyphenyl)-1-oxo-1,3-dihydro-2H-pyrrolo[3,4-c]pyridin-2-yl)-[2,3'-bipyridine]-4-carbonitrile NC1CN(CC1)C1=NC(=CC=C1C1=NC=CC(=C1)C#N)N1CC=2C(=NC=CC2C1=O)C1=C(C=CC=C1OC)F